methyl 2-[tert-butoxycarbonyl-[4-(dimethylamino)butyl]amino]-5-[3-(2-fluoro-4-iodo-phenoxy)propyl]thiazole-4-carboxylate C(C)(C)(C)OC(=O)N(C=1SC(=C(N1)C(=O)OC)CCCOC1=C(C=C(C=C1)I)F)CCCCN(C)C